CN1N=C(C2=CC=C(C=C12)CCCN1CCN(CC1)C1=CC(=CC=C1)S(=O)(=O)N1CCC(CC1)NC1=NC=C(C=N1)C(F)(F)F)N1C(NC(CC1)=O)=O 1-(1-methyl-6-(3-(4-(3-((4-((5-(trifluoromethyl)pyrimidin-2-yl)amino)piperidin-1-yl)sulfonyl)phenyl)piperazin-1-yl)propyl)-1H-indazol-3-yl)dihydropyrimidine-2,4(1H,3H)-dione